C(C)(C)(C)OC(=O)N1C[C@H]([C@@H](CC1)NC1=CC=C2C(=NN(C2=C1)C)N1C(NC(CC1)=O)=O)C (3R,4R)-4-[[3-(2,4-dioxohexahydropyrimidin-1-yl)-1-methyl-indazol-6-yl]amino]-3-methyl-piperidine-1-carboxylic acid tert-butyl ester